C(C1=CC=CC=C1)OC(=O)N[C@@H](C=C)C1CN(C1)C(=O)OC(C)(C)C tert-Butyl (S)-3-(1-(((benzyloxy)carbonyl)amino)allyl)azetidine-1-carboxylate